(3-aminopropyl)(methoxy)dimethylsilane NCCC[Si](C)(C)OC